FC(OC1=CC=C(OCCC(=O)O)C=C1)(F)F 3-(4-(trifluoromethoxy)phenoxy)propionic acid